gamma-methacryloxypropyl-trimethoxysilane Methyl-5-chloro-5,6,7,8-tetrahydronaphthalene-2-carboxylate COC(=O)C1=CC=2CCCC(C2C=C1)Cl.C(C(=C)C)(=O)OCCC[Si](OC)(OC)OC